7-[(4R)-7-chloro-10-[3-(4-chloro-3,5-dimethyl-phenoxy)propyl]-4-methyl-1-oxo-6-(1,3,5-trimethylpyrazol-4-yl)-3,4-dihydropyrazino[1,2-a]indol-2-yl]-1H-indole-2-carboxylic Acid ClC=1C=CC=2C(=C3N(C2C1C=1C(=NN(C1C)C)C)[C@@H](CN(C3=O)C=3C=CC=C1C=C(NC31)C(=O)O)C)CCCOC3=CC(=C(C(=C3)C)Cl)C